FC1=C(C(=CC=C1)F)C=1C=CC=C2C(=NC(=NC12)NC=1C=NC(=CC1)N1CCNCC1)N 8-(2,6-difluorophenyl)-N2-(6-(piperazin-1-yl)pyridin-3-yl)quinazoline-2,4-diamine